C(C)(CC)C1C(NC2=C(CN1C(=O)N1CC(CCC1)NS(=O)(=O)C)C=CC=C2)=O N-(1-(3-(sec-butyl)-2-oxo-2,3,4,5-tetrahydro-1H-benzo[1,4]diazepine-4-carbonyl)piperidin-3-yl)methanesulfonamide